1-(5-(2-oxoindolin-5-yl)-1H-indol-3-yl)-3-(4-(trifluoromethyl)phenyl)urea O=C1NC2=CC=C(C=C2C1)C=1C=C2C(=CNC2=CC1)NC(=O)NC1=CC=C(C=C1)C(F)(F)F